3-(3-fluoro-4-(trifluoromethoxy)phenyl)azetidine-1-carboxylic acid tert-butyl ester C(C)(C)(C)OC(=O)N1CC(C1)C1=CC(=C(C=C1)OC(F)(F)F)F